2-ethylamino-4-isopropylamino-6-methylsulfanyl-1,3,5-triazine C(C)NC1=NC(=NC(=N1)NC(C)C)SC